BrC=1C=CC=2NS(C=3C=CC=C(N(CCCCCCC4=CC=CC=C4C1N2)CC(C(=O)OC)(CCC)C)N3)(=O)=O methyl 2-[(25-bromo-20,20-dioxo-20λ6-thia-14,21,26,27-tetrazatetracyclo[20.3.1.115,19.02,7]heptacosa-1(25),2,4,6,15,17,19(27),22(26),23-nonaen-14-yl)methyl]-2-methyl-pentanoate